2,7-dichloro-8-fluoro-N-methyl-N-(2-methylpyrrolidin-3-yl)pyrido[4,3-d]pyrimidin-4-amine ClC=1N=C(C2=C(N1)C(=C(N=C2)Cl)F)N(C2C(NCC2)C)C